1-bromo-4-methoxy-2-(methoxymethyl-d2)benzene BrC1=C(C=C(C=C1)OC)C([2H])([2H])OC